C(C)C1=NC(=CC(C1O)=O)O 2-ethyl-3,6-dihydroxypyridin-4-one